acetyl 2-(2-azidoacetylamino)-2-deoxy-3,4-di-O-acetyl-6-O-(((S)-1-isopropoxy-carbonylethylamino) (phenoxy) phosphoryl)-D-mannopyranoside N(=[N+]=[N-])CC(=O)N[C@@H]1C(OC(C)=O)O[C@@H]([C@H]([C@@H]1OC(C)=O)OC(C)=O)COP(=O)(OC1=CC=CC=C1)N[C@@H](C)C(=O)OC(C)C